NC1=NC(=NC=C1C(F)(F)F)C=1C=C2C=CN(C(C2=CC1F)=O)CCC[C@H](CCOC(F)F)NC=1C=NNC(C1C(F)(F)F)=O (R)-6-(4-amino-5-(trifluoromethyl)pyrimidin-2-yl)-2-(6-(difluoromethoxy)-4-((6-oxo-5-(trifluoromethyl)-1,6-dihydropyridazin-4-yl)amino)hexyl)-7-fluoroisoquinolin-1(2H)-one